NCC(C(=O)N(C)C)C 3-amino-N,N,2-trimethylpropanamide